NC1=NC(=C2N=CN(C2=N1)CC(=O)NC1=CC(=NN1CC)C)NC1=NN(C=C1)C 2-(2-amino-6-((1-methyl-1H-pyrazol-3-yl)amino)-9H-purin-9-yl)-N-(1-ethyl-3-methyl-1H-pyrazol-5-yl)acetamide